3-Methyl-5-(3-(naphthalen-1-yl)propylamino)benzofuran-2-carboxylic acid CC1=C(OC2=C1C=C(C=C2)NCCCC2=CC=CC1=CC=CC=C21)C(=O)O